ClC1=NC=C(C(=C1)C1=C(C=NC(=C1)C)C(=O)NC=1SC(=NN1)C1=CC(=CC(=C1)Cl)Cl)OC 2'-chloro-N-(5-(3,5-dichlorophenyl)-1,3,4-thiadiazol-2-yl)-5'-methoxy-6-methyl-(4,4'-bipyridine)-3-carboxamide